FC1=CC(=C(C(=C1)C(C)C)CC(=O)O)C1=CC(=NC=C1)F 2-(4-fluoro-2-(2-fluoropyridin-4-yl)-6-isopropylphenyl)acetic acid